C(C)(C)(C)OC(=O)N1CCC(CC1)OS(=O)(=O)C.BrC=1C=C2C=CN(C2=CC1)C1CCN(CC1)C(=O)OC(C)(C)C tert-Butyl 4-(5-bromo-1H-indol-1-yl)piperidine-1-carboxylate tert-Butyl-4-[(methanesulfonyl)oxy]piperidine-1-carboxylate